ClC1=NC=C(C=N1)C=1N=C2SC(=NN2C1)O[C@@H](C)C1CCN(CC1)C1=NC(=NO1)C(C)C (S)-5-(4-(1-((6-(2-chloropyrimidin-5-yl)imidazo[2,1-b][1,3,4]thiadiazol-2-yl)oxy)ethyl)piperidin-1-yl)-3-isopropyl-1,2,4-oxadiazol